6-amino-1-isopropylindolin-2-one NC1=CC=C2CC(N(C2=C1)C(C)C)=O